[7-methoxy-3-[(1S,3R)-3-[[4-(oxetan-3-yloxy)-5-(trifluoromethyl)pyrimidin-2-yl]amino]cyclohexyl]-[1,2,4]triazolo[4,3-a]pyrimidin-6-yl]-pyrrolidin-1-yl-methanone COC1=NC=2N(C=C1C(=O)N1CCCC1)C(=NN2)[C@@H]2C[C@@H](CCC2)NC2=NC=C(C(=N2)OC2COC2)C(F)(F)F